[N+](=O)([O-])C=1C=NN(C1)CCO 2-(4-nitro-1H-pyrazol-1-yl)ethanol